[Si](C1=CC=CC=C1)(C1=CC=CC=C1)(C(C)(C)C)OCCC=O 3-((tert-butyldiphenylsilyl)oxy)propanal